NC1=NC(=CC(=N1)C=1C(=C(C#N)C=CC1)C)C=1N=NN(C1)CC=1C=CC=C2CCC(NC12)=O 3-(2-amino-6-(1-((2-oxo-1,2,3,4-tetrahydroquinolin-8-yl)methyl)-1H-1,2,3-triazol-4-yl)pyrimidin-4-yl)-2-methylbenzonitrile